azobis(2,4-dimethyl-4-methoxyvaleronitrile) N(=NC(C#N)(CC(C)(C)OC)C)C(C#N)(CC(C)(OC)C)C